5-methyl-2-[6-methyl-8-(propan-2-yl)bicyclo[2.2.2]oct-5-en-2-yl]-1,3-dioxane-5-carbaldehyde CC1(COC(OC1)C1C2C(=CC(C1)C(C2)C(C)C)C)C=O